F[P-](F)(F)(F)(F)F.N1(N=NC2=C1C=CC=C2)O[P+](N2CCCC2)(N2CCCC2)N2CCCC2 (benzotriazol-1-yl)-oxytripyrrolidinophosphonium hexafluorophosphate